4,4-dimethyl-3-(1H-1,2,4-triazol-1-ylmethyl)-1-(4-chlorophenyl)-3-pentanol CC(C(CCC1=CC=C(C=C1)Cl)(O)CN1N=CN=C1)(C)C